2,2'-bithiophene-5-sulfonyl chloride S1C(=CC=C1S(=O)(=O)Cl)C=1SC=CC1